NC=1C(=CC(=C(OCCCNC2CCC(CC2)N2C3=NC(=NC=C3N(C2=O)C)Cl)C1)Cl)C 9-((1s,4s)-4-((3-(5-amino-2-chloro-4-methylphenoxy)propyl)amino)cyclohexyl)-2-chloro-7-Methyl-7,9-dihydro-8H-purin-8-one